O1CCN(CC1)C1=CC=C(C=C1)C(C=O)CC 2-(4-morpholinophenyl)butan-1-one